FC(C(=S)NCC(=O)OCC)F ethyl (2,2-difluoroethanethioyl)glycinate